NC1=C(C=C(C=C1)N1C(C2=CC=CC=C2C(=N1)C1=CC=C(C=C1)OC1=CC(=C(C=C1)N)C(F)(F)F)=O)C(F)(F)F 1,2-dihydro-2-(4-amino-3-trifluoromethylphenyl)-4-[4-(4-amino-3-trifluoromethylphenoxy)-phenyl]-phthalazinone